2-[6-[5-Amino-4-cyano-1-(1-methylcyclopropyl)pyrazol-3-yl]pyridin-3-yl]-N-[3-(2,2-dimethylpropyl)-1,2-oxazol-5-yl]propanamide NC1=C(C(=NN1C1(CC1)C)C1=CC=C(C=N1)C(C(=O)NC1=CC(=NO1)CC(C)(C)C)C)C#N